4-[4-(Aminomethyl)-3,3-difluoropyrrolidin-1-yl]-5,6-difluoro-3-(2-methoxypyrimidin-5-yl)-N-methyl-9H-pyrido[2,3-b]indol-8-amin NCC1C(CN(C1)C1=C(C=NC=2NC3=C(C=C(C(=C3C21)F)F)NC)C=2C=NC(=NC2)OC)(F)F